1,2-diisocyanatomethylcyclohexane N(=C=O)CC1C(CCCC1)CN=C=O